morpholine-4-carboxylic acid cyclopropyl ester C1(CC1)OC(=O)N1CCOCC1